tert-butyl (2-((4-aminopyrimidin-5-yl)oxy)ethyl)(methyl)carbamate NC1=NC=NC=C1OCCN(C(OC(C)(C)C)=O)C